copper nicotine N1=CC=CC(=C1)C1N(C)CCC1.[Cu]